2-(3-(7-chloro-6-(3'-hydroxy-[1,1'-biphenyl]-4-yl)-2-oxo-1,2-dihydroquinolin-3-yl)phenyl)acetic acid ClC1=C(C=C2C=C(C(NC2=C1)=O)C=1C=C(C=CC1)CC(=O)O)C1=CC=C(C=C1)C1=CC(=CC=C1)O